C(C)(C)C1=C(C(=CC=C1)C(C)C)C=1C=NN(C1)C=1C=C(OC=2C=C(C=CC2)N2C=NC3=C2C=CC=C3)C=CC1 1-(3-(3-(4-(2,6-diisopropylphenyl)-1H-pyrazol-1-yl)phenoxy)phenyl)-1H-benzo[d]imidazole